SC1=CC=C(C=C1)N=NC1=CC=C(C=C1)OP(O)(O)=O 4-[2-(4-mercaptophenyl)diazenyl]phenylphosphoric acid